2-(5-bromo-1-methyl-1H-imidazol-2-yl)-3-(ethylsulfonyl)-6-(3-methyl-1H-1,2,4-triazol-1-yl)pyridine BrC1=CN=C(N1C)C1=NC(=CC=C1S(=O)(=O)CC)N1N=C(N=C1)C